NITRILOTRIS[2-PROPANOL] N(CC(C)O)(CC(C)O)CC(C)O